ClC1=CC=C(C=C1)C1=CC=2C3=C(C=NC2C=C1)N(C(N3C=3C=C(C#N)C=CC3CC)=N)C 3-(8-(4-Chlorophenyl)-2-imino-3-methyl-2,3-dihydro-1H-imidazo[4,5-c]quinolin-1-yl)-4-ethylbenzonitrile